N[C@H]1CN(CCC1)C(=O)C1=NN(C(=C1)C1=CC(=C(C#N)C=C1)F)C1=C(C=C(C=C1)N1CCC(CC1)C)F (R)-4-(3-(3-Aminopiperidin-1-carbonyl)-1-(2-fluoro-4-(4-methylpiperidin-1-yl)phenyl)-1H-pyrazol-5-yl)-2-fluorobenzonitril